(Z,E)-9,12-Tetradecadien CCCCCCCC\C=C/C\C=C\C